2,4-dichlorophenylacetonitrile ClC1=C(C=CC(=C1)Cl)CC#N